FC1(CN(CC1)C(C(=O)C1=C(C(=C(N1C)C)C(=O)NC=1C=NC(=C(C1)C)F)C)=O)F 5-(2-(3,3-difluoropyrrolidin-1-yl)-2-oxoacetyl)-N-(6-fluoro-5-methylpyridin-3-yl)-1,2,4-trimethyl-1H-pyrrole-3-carboxamide